C(C)(C)(C)OC(=O)N1CCC(CC1)(O)CCN1[C@H](CN(CC1)C(=O)OCC1=CC=CC=C1)C benzyl (3S)-4-[2-(1-tert-butoxycarbonyl-4-hydroxy-4-piperidinyl) ethyl]-3-methyl-piperazine-1-carboxylate